propyl-Trimethoxysilan C(CC)[Si](OC)(OC)OC